4-Bromo-6,7-difluoro-1-(oxan-2-yl)indazole BrC1=C2C=NN(C2=C(C(=C1)F)F)C1OCCCC1